FC1=CC=C2C(OC(C2=C1)=O)O 6-fluoro-3-hydroxyisobenzofuran-1(3H)-one